N-(2,6-dimethylphenyl)-1-isopropyl-1H-pyrrolo[2,3-b]Pyridin-6-amine CC1=C(C(=CC=C1)C)NC1=CC=C2C(=N1)N(C=C2)C(C)C